C1(CCCC1)N1CCN(CC1)C1=CC=C(C=C1)C1=CC(=C(S1)C(=O)N1C[C@H](CC1)NC(OC(C)(C)C)=O)C tert-butyl (S)-(1-(5-(4-(4-cyclopentylpiperazin-1-yl)phenyl)-3-methylthiophene-2-carbonyl)pyrrolidin-3-yl)carbamate